Benzyl 3-({[2-(1,2,3,5,6,7-hexahydro-s-indacen-4-yl)acetamido]sulfonyl}(1-methyl-1H-pyrazol-4-yl)amino)piperidine-1-carboxylate C1CCC2=C(C=3CCCC3C=C12)CC(=O)NS(=O)(=O)N(C1CN(CCC1)C(=O)OCC1=CC=CC=C1)C=1C=NN(C1)C